(Z)-3-octadecenoic acid C(C\C=C/CCCCCCCCCCCCCC)(=O)O